C1(=CC=CC=C1)C(C)N1N=CC(=C1C(F)(F)F)C(=O)NC1=CC(=NC=C1)C(F)(F)F 1-(1-phenylethyl)-5-(trifluoromethyl)-N-(2-(trifluoromethyl)pyridin-4-yl)-1H-pyrazole-4-carboxamide